FC=1CC(N(CC1)C(=O)NCCCC1=CC=CC=C1)(C)C 4-fluoro-2,2-dimethyl-N-(3-phenylpropyl)-3,6-dihydropyridine-1(2H)-carboxamide